3,6-bis(3,5-dimethylphenyl)-1-(4,4,5,5-tetramethyl-1,3,2-dioxaborolan-2-yl)-9H-carbazole CC=1C=C(C=C(C1)C)C=1C=C(C=2NC3=CC=C(C=C3C2C1)C1=CC(=CC(=C1)C)C)B1OC(C(O1)(C)C)(C)C